Racemic-N-{4-[6-(1-hydroxypropyl)-4-methylpyridin-3-yl]-[1,2,4]triazolo[4,3-a]1,6-naphthyridin-8-yl}cyclopropanecarboxamide O[C@H](CC)C1=CC(=C(C=N1)C=1C=2N(C3=CC(=NC=C3C1)NC(=O)C1CC1)C=NN2)C |r|